(2S,29S)-2-((((9H-fluoren-9-yl)methoxy)carbonyl)amino)-29-(((benzyloxy)carbonyl)amino)-5,14,23-trioxo-9,12,18,21-tetraoxa-6,15,24-triazatriacontanedioate C1=CC=CC=2C3=CC=CC=C3C(C12)COC(=O)N[C@H](C(=O)[O-])CCC(NCCOCCOCC(NCCOCCOCC(NCCCC[C@@H](C(=O)[O-])NC(=O)OCC1=CC=CC=C1)=O)=O)=O